FC1(CCN(CC1)C1=CC=CC=C1)CN1[C@@H]([C@H]([C@@H]([C@H](C1)O)O)O)C (2R,3R,4R,5S)-1-((4-fluoro-1-phenylpiperidin-4-yl)methyl)-2-methylpiperidine-3,4,5-triol